BrC1=CC(=C2C(N(C(C2=C1)=O)CCC1=NC=C(C=C1)Cl)(O)C1=CC=C(C=C1)Cl)F 6-bromo-3-(4-chloro-phenyl)-2-((S)-5-chloro-pyridin-2-ylethyl)-4-fluoro-3-hydroxy-2,3-dihydro-isoindol-1-one